NC=1C=C(C=CC1C(=O)O)C1=CC(=C(C=C1)C(=O)O)N 3,3'-diaminobiphenyl-4,4'-dicarboxylic acid